N-ethyl-5-(ethylsulfonyl)-6-[7-methyl-3-(pentafluoroethyl)-7H-imidazo[4,5-c]pyridazin-6-yl]pyridine-2-carboxamide C(C)NC(=O)C1=NC(=C(C=C1)S(=O)(=O)CC)C1=NC2=C(N=NC(=C2)C(C(F)(F)F)(F)F)N1C